NOC1=CC=CC=C1 O-aminophenol